1-((4-(4-amino-7-(methyl-d3)-7H-pyrrolo[2,3-d]pyrimidin-5-yl)-2-fluorophenyl)imino)-1λ6-thiophene-1-oxide NC=1C2=C(N=CN1)N(C=C2C2=CC(=C(C=C2)N=S2(C=CC=C2)=O)F)C([2H])([2H])[2H]